NC1=C(C=2C=C(C=3N(C2N1C1=C(C(=CC=C1C)OC)C)N=CC3)C)C(=O)N 7-amino-8-(3-methoxy-2,6-dimethylphenyl)-4-methyl-8H-pyrazolo[1,5-a]pyrrolo[3,2-e]pyridine-6-carboxamide